6-chloro-3-(pyrimidin-5-yl)furo[3,2-b]pyridine ClC=1C=C2C(=NC1)C(=CO2)C=2C=NC=NC2